FC=1C=C(C=CC1)NC(CC)=O N-(3-fluorophenyl)propanamide